8-chloro-2-cyclopropyl-7-methyl-3,4-dihydro-2,7-naphthyridine-1,6(2h,7h)-dione ClC=1N(C(C=C2CCN(C(C12)=O)C1CC1)=O)C